C(C(=C)C)(=O)O.FC(C(C(C(C(C(C(C(F)(F)F)(F)F)(F)F)(F)F)(F)F)(F)F)(F)F)(F)F perfluorooctane methacrylate